Methyl 2-([5-(3-cyclopropoxyphenyl)-1-(2,4-dichlorophenyl)-1H-pyrazol-3-yl]methoxy)-2-methylpropanoate C1(CC1)OC=1C=C(C=CC1)C1=CC(=NN1C1=C(C=C(C=C1)Cl)Cl)COC(C(=O)OC)(C)C